((6-((4-(tert-butyldiphenylsilyloxy)butyl)amino)undecane-1,11-diyl)bis(sulfanediyl))bis-(octane-1,2-diyl) bis(3-cyclohexylpropanoate) C1(CCCCC1)CCC(=O)OC(CSCCCCCC(CCCCCSCC(CCCCCC)OC(CCC1CCCCC1)=O)NCCCCO[Si](C1=CC=CC=C1)(C1=CC=CC=C1)C(C)(C)C)CCCCCC